CC=1C=C(C=CC1OC1=CC2=C(N(C=N2)C)C=C1)NC1=NC=NC=C1C=1OCC(N1)C(=O)OC methyl 2-(4-((3-methyl-4-((1-methyl-1H-benzimidazol-5-yl)oxy)phenyl)amino)pyrimidin-5-yl)-4,5-dihydrooxazole-4-carboxylate